FC1=CC(=C(C=C1)NC1=C(C(=O)NC=2N=NC(=CC2)OC)C=CC(=C1)C(F)(F)F)C 2-((4-fluoro-2-methylphenyl)amino)-N-(6-methoxypyridazin-3-yl)-4-(trifluoromethyl)benzamide